C(C)OC1=C(O[C@H]2CN(CCC2)C2=CN=CC(=N2)NC(CC2=CC=C(C=C2)O)=O)C=CC=C1 (R)-N-(6-(3-(2-ethoxyphenoxy)piperidin-1-yl)pyrazin-2-yl)-2-(4-hydroxyphenyl)acetamide